ClC1=C(C=CC=C1)C(C#N)C(NC=O)=CN alpha-(o-chlorophenyl)-aminomethylene-beta-formamidopropionitrile